[N+](=O)([O-])C=1C(=C2C(=NC1)N(C=C2)S(=O)(=O)C2=CC=CC=C2)[Fe] (5-nitro-1-(benzenesulfonyl)-1H-pyrrolo[2,3-b]pyridin-4-yl)Iron